5-(4-((6-cyclobutyl-2,6-diazaspiro[3.3]hept-2-yl)methyl)phenyl)-3-cyclopropyl-7-methyl-2-(4-(methylsulfonyl)phenyl)-3H-imidazo[4,5-b]pyridine C1(CCC1)N1CC2(CN(C2)CC2=CC=C(C=C2)C2=CC(=C3C(=N2)N(C(=N3)C3=CC=C(C=C3)S(=O)(=O)C)C3CC3)C)C1